cis-4-(2-Amino-2-methylpropanoyl)-N-(1-(4-((4-amino-3-fluoropiperidin-1-yl)methyl)phenyl)-2-oxo-1,2-dihydropyrimidin-4-yl)piperazine-1-carboxamide hydrochloride salt Cl.NC(C(=O)N1CCN(CC1)C(=O)NC1=NC(N(C=C1)C1=CC=C(C=C1)CN1C[C@H]([C@H](CC1)N)F)=O)(C)C